1,5-dioxaheptadec-15-en-3-one OCC(COCCCCCCCCCC=CC)=O